OCCN1C(C(C)=CC1=O)=O N-(2-hydroxyethyl)citraconimide